4-azido-2,3,5,6-tetrafluoro-N-(2-methacrylamidoethyl)benzamide N(=[N+]=[N-])C1=C(C(=C(C(=O)NCCNC(C(=C)C)=O)C(=C1F)F)F)F